2-((4-((R)-2-(4-chloro-2-fluorophenyl)-4-fluoro-2H-chromen-8-yl-2-d)piperidin-1-yl)methyl)-3-(((S)-oxetan-2-yl)methyl)-3H-imidazo[4,5-b]pyridine-5-carboxylic acid ClC1=CC(=C(C=C1)[C@@]1(OC2=C(C=CC=C2C(=C1)F)C1CCN(CC1)CC1=NC=2C(=NC(=CC2)C(=O)O)N1C[C@H]1OCC1)[2H])F